COC1=C(NCC2CC(C2)C=2C=C(C=3C=CN(C3C2)CC(F)(F)F)NC2CCN(CC2)C)C=CC(=C1)S(=O)(=O)C 6-[3-[(2-methoxy-4-methylsulfonyl-anilino)methyl]cyclobutyl]-N-(1-methyl-4-piperidyl)-1-(2,2,2-trifluoroethyl)indol-4-amine